C(CCCCCCC\C=C/CCCCCCCC)N[C@@H](CC1=CC=C(C=C1)O)C(=O)O N-oleyl-L-tyrosine